(tetrahydrofuran-3-yl)(2-(5-(trifluoromethyl)-1,2,4-oxadiazol-3-yl)-6,7-dihydrothieno[3,2-c]pyridin-5(4H)-yl)methanone O1CC(CC1)C(=O)N1CC2=C(CC1)SC(=C2)C2=NOC(=N2)C(F)(F)F